ClC1=CC=C(C(=O)NC(C)C2=NC=3CCCN(C3C=C2)C(=O)C2=NC=CC(=N2)C)C=C1 4-chloro-N-(1-(5-(4-methylpyrimidine-2-carbonyl)-5,6,7,8-tetrahydro-1,5-naphthyridin-2-yl)ethyl)benzamide